methylphosphonic acid calcium salt [Ca+2].CP([O-])([O-])=O